C[Si](I)(C)C trimethyl-Iodosilane